ClC=1C=C2C(CN(CC2=C(C1)Cl)C)C=1C=C(C=CC1)S(=O)(=O)NCC1=CC=C(CP(O)(O)=O)C=C1 4-((3-(6,8-dichloro-2-methyl-1,2,3,4-tetrahydroisoquinolin-4-yl)phenylsulfonamido)methyl)benzylphosphonic acid